mono-L-aspartyl chloride N[C@@H](CC(=O)O)C(=O)Cl